(S)-6-Chloro-4-((tetrahydrofuran-3-yl)amino)picolinonitrile ClC1=CC(=CC(=N1)C#N)N[C@@H]1COCC1